COC1=CC=C(CN(C=2C=C(C=CC2F)S(=O)(=O)NC=2SC(=C(N2)C2=C(C=CC=C2C)C)C2=CC(=CC(=C2)F)OCCC(C)(C)C)CC2=CC=C(C=C2)OC)C=C1 3-(bis(4-methoxybenzyl)amino)-N-(5-(3-(3,3-dimethylbutoxy)-5-fluorophenyl)-4-(2,6-dimethylphenyl)thiazol-2-yl)-4-fluorobenzenesulfonamide